C(CC)(=O)[O-] 1-propanoate